NC1=C(N=CC(=N1)N1CCC2(CC1)[C@@H](C=1C(=NC=CC1)C2)N)SC2=C(C(=NC=C2)NC)Cl (S)-1'-(6-amino-5-((3-chloro-2-(methylamino)pyridin-4-yl)thio)pyrazin-2-yl)-5,7-dihydrospiro[cyclopenta[b]pyridine-6,4'-piperidin]-5-amine